N(=C=S)C1=CC=C2C=CNC2=C1 6-isothiocyanato-1H-indole